ClC1=CC=C(C(=N1)C(=O)O)N[C@H](C)C=1C=C(C=C2C(N(C(=NC12)C1CC(C1)(F)F)C)=O)C (R)-6-chloro-3-((1-(2-(3,3-difluorocyclobutyl)-3,6-dimethyl-4-oxo-3,4-dihydroquinazolin-8-yl)ethyl)amino)picolinic acid